N-((S)-((S)-3,3-difluorocyclohexyl)(5-((S)-2-methoxy-1-((S)-2-oxo-4-(trifluoromethyl)imidazolidin-1-yl)ethyl)benzo[d]oxazol-2-yl)methyl)-1-ethyl-1H-pyrazole-5-carboxamide FC1(C[C@H](CCC1)[C@H](NC(=O)C1=CC=NN1CC)C=1OC2=C(N1)C=C(C=C2)[C@@H](COC)N2C(N[C@@H](C2)C(F)(F)F)=O)F